N-(1-(5-bromopyridin-3-yl)-4-(trimethylsilyl)but-3-yn-1-yl)-2-methylpropane-2-sulfinamide BrC=1C=C(C=NC1)C(CC#C[Si](C)(C)C)NS(=O)C(C)(C)C